NCC(O)C1=CC=C(C=C1)F 2-amino-1-(4-fluorophenyl)ethanol